2-{5-Bromo-2-[2-(2-hydroxy-propyl)-1,2,3,4-tetrahydro-isoquinolin-7-ylamino]-pyrimidin-4-ylamino}-N-methyl-benzamide BrC=1C(=NC(=NC1)NC1=CC=C2CCN(CC2=C1)CC(C)O)NC1=C(C(=O)NC)C=CC=C1